1,4-dimethylaminobenzoate CNC1(C(=O)[O-])CC=C(C=C1)NC